6-benzyloxy-12,12-dimethyl-17-nitro-6,15-bis(trifluoromethyl)-19-oxa-3,4,13,18-tetraazatricyclo[12.3.1.12,5]nonadeca-1(18),2,4,8,14,16-hexa-en-7-one C(C1=CC=CC=C1)OC1(C2=NN=C(C=3C(=CC(=C(NC(CCC=CC1=O)(C)C)N3)C(F)(F)F)[N+](=O)[O-])O2)C(F)(F)F